gamma-(2-chloro-benzyl)-proline ClC1=C(CC2C[C@H](NC2)C(=O)O)C=CC=C1